ClC=1C=CC2=C([C@@H](C[C@H](O2)C(=O)NC23CC(C2)(C3)NC(COC3=CC(=C(C=C3)Cl)F)=O)NCC(F)(F)F)C1 (2S,4R)-6-chloro-N-{3-[2-(4-chloro-3-fluorophenoxy)acetamido]bicyclo[1.1.1]pentan-1-yl}-4-[(2,2,2-trifluoroethyl)amino]-3,4-dihydro-2H-1-benzopyran-2-carboxamide